N1=NC=C(C=C1)NC(=O)C=1C=NC(=CC1OC1=CC=C(C=C1)OC(F)(F)F)C(F)(F)F N-pyridazin-4-yl-4-[4-(trifluoromethoxy)phenoxy]-6-(trifluoromethyl)pyridine-3-carboxamide